1-[[2-(difluoromethoxy)pyridin-4-yl]methyl]-3-[(3aR,6aS)-1,2,3,3a,4,5,6,6a-octahydropentalen-2-yl]urea FC(OC1=NC=CC(=C1)CNC(=O)NC1C[C@@H]2CCC[C@@H]2C1)F